bis(2,4,6-trimethylbenzoyl-phenyl)phosphorus oxide CC1=C(C(=O)C2=C(C=CC=C2)[P](C2=C(C=CC=C2)C(C2=C(C=C(C=C2C)C)C)=O)=O)C(=CC(=C1)C)C